1,2-bis(3-methylbenzo(b)thiophen-2-yl)perfluorocyclopentene CC=1C2=C(SC1C1=C(C(C(C1(F)F)(F)F)(F)F)C1=C(C3=C(S1)C=CC=C3)C)C=CC=C2